C(=O)(O)C1=C(C(=O)NC=2C=C(C=CC2C(=O)O)C2=CC(=C(C=C2)F)F)C=C(C=C1)C(NS(=O)(=C)C)=O 3-(2-carboxy-5-{[methyl(methylidene)oxo-λ6-sulfanyl]carbamoyl}benzamido)-3',4'-difluoro-[1,1'-biphenyl]-4-carboxylic acid